C(C)(C)(C)C12N(CC(C(C1)(C=1C=CC(=NC1)Cl)O)CC2)C(=O)O.C(=O)(OC(C)(C)C)NC(=N)N N-Bocguanidine tert-butyl-5-hydroxy-5-(2-chloro-5-pyridyl)-2-azabicyclo[2.2.2]octane-2-carboxylate